FC1([C@@H](CN(CC1)[C@@H](C(=O)NC=1N=CN(C1)CC1=CC(=CC(=C1)F)F)C)C1=CN(C(C=C1)=O)C)F (R)-2-((R)-4,4-difluoro-3-(1-methyl-6-oxo-1,6-dihydropyridin-3-yl)piperidin-1-yl)-N-(1-(3,5-difluorobenzyl)-1H-imidazol-4-yl)propanamide